FC=1C=C(C(=C2C=C(NC12)S(=O)(=O)N1[C@@H](CCC1)C(F)(F)F)C1=NN(N=C1)C)C(F)(F)F (S)-7-fluoro-4-(2-methyl-2H-1,2,3-triazol-4-yl)-5-(trifluoromethyl)-2-((2-(trifluoromethyl)pyrrolidin-1-yl)sulfonyl)-1H-indole